FC1=C(C(=CC=C1)F)C=1NC2=C(C3=C(N1)C=NN3)C=C(C=C2F)N2CCOCC2 4-[5-(2,6-difluorophenyl)-7-fluoro-1,6-dihydropyrazolo[4,3-d][1,3]benzodiazepin-9-yl]morpholine